2-(4-(5-chloro-2-(4-chloro-1H-1,2,3-triazol-1-yl)phenyl)-2,5-dioxapiperazin-1-yl)-3-(4-fluorophenyl)propionic acid methyl ester COC(C(CC1=CC=C(C=C1)F)N1OCN(OC1)C1=C(C=CC(=C1)Cl)N1N=NC(=C1)Cl)=O